FC1=CC=C(C=C1)C1=CC(=CC(=N1)OC1[C@@H]2CN(C[C@H]12)C(=O)OCC1=CC=CC=C1)C=O benzyl (1R,5S,6s)-6-((6-(4-fluorophenyl)-4-formylpyridin-2-yl)oxy)-3-azabicyclo[3.1.0]hexane-3-carboxylate